4-(5-{[(5-chlorothiophen-2-yl)methyl]amino}-1-(dimethylcarbamoyl)-1H-pyrazol-3-yl)-N,N-dimethylpiperidine-1-carboxamide ClC1=CC=C(S1)CNC1=CC(=NN1C(N(C)C)=O)C1CCN(CC1)C(=O)N(C)C